4-METHYLPENT-4-ENOIC ACID CC(CCC(=O)O)=C